ClC=1C=NN(C1)C=1C=C2C(=NC=NC2=C(C1)OC)N[C@H](C)C=1C=NC(=NC1)C(F)(F)F (R)-6-(4-chloro-1H-pyrazol-1-yl)-8-methoxy-N-(1-(2-(trifluoromethyl)pyrimidin-5-yl)ethyl)quinazolin-4-amine